(2,5-difluorophenyl)-N-(4-((6,7-dimethoxyquinazolin-4-yl)oxy)-3-methoxyphenyl)-2-oxo-1,2,4,5,6,7-hexahydropyrazolo[1,5-a]pyridine-3-carboxamide FC1=C(C=C(C=C1)F)N1C(C(=C2N1CCCC2)C(=O)NC2=CC(=C(C=C2)OC2=NC=NC1=CC(=C(C=C21)OC)OC)OC)=O